C(C)(C)(C)OC(=O)NC1(CCN(CC1)C1=NC2=CC=C(C=C2C(=N1)NC1=NNC(=C1F)C1CC1)C(=O)O)C 2-(4-((tert-Butoxycarbonyl)amino)-4-methylpiperidin-1-yl)-4-((5-cyclopropyl-4-fluoro-1H-pyrazol-3-yl)amino)quinazoline-6-carboxylic acid